N-Boc-isonipecotic acid C(=O)(OC(C)(C)C)N1CCC(C(=O)O)CC1